C1(CC1)C(=O)NC1=CC=C2C(=N1)NC=C2 6-(cyclopropanecarboxamido)-1H-pyrrolo[2,3-b]pyridine